tert-butyl (1-(5-(3-((5-cyano-4-(4-fluorophenyl)thiazol-2-yl)(methyl)amino)-2-ethylimidazo[1,2-a]pyridin-6-yl)pyridin-2-yl)piperidin-4-yl)carbamate C(#N)C1=C(N=C(S1)N(C1=C(N=C2N1C=C(C=C2)C=2C=CC(=NC2)N2CCC(CC2)NC(OC(C)(C)C)=O)CC)C)C2=CC=C(C=C2)F